(S)-N-(4-(2H-tetrazol-5-yl)phenyl)-2-(4-(2-acetyl-5-chlorophenyl)-5-methoxy-2-oxopyridin-1(2H)-yl)-3-cyclobutylpropionamide N=1NN=NC1C1=CC=C(C=C1)NC([C@H](CC1CCC1)N1C(C=C(C(=C1)OC)C1=C(C=CC(=C1)Cl)C(C)=O)=O)=O